(1S,5R) or (1R,5S)-3-(8-cyanoquinolin-5-yl)-N-(trans-4-morpholinylcyclohexyl)-5-(trifluoromethyl)-3-azabicyclo[3.1.0]hexane-1-carboxamide C(#N)C=1C=CC(=C2C=CC=NC12)N1C[C@@]2(C[C@@]2(C1)C(F)(F)F)C(=O)N[C@@H]1CC[C@H](CC1)N1CCOCC1 |o1:14,16|